FC(CC(CO)O)(C(C(C(F)(F)F)(F)F)(F)F)F 4,4,5,5,6,6,7,7,7-nonafluoro-1,2-heptanediol